2-oxo-2,3-dihydro-1H-indole-6-carboxylic acid methyl ester methanesulfonate salt CS(=O)(=O)O.COC(=O)C1=CC=C2CC(NC2=C1)=O